C1(CCCC1)NC(=O)C1=CC2=C(N=C(S2)N2CC3C(CC2)NCC3)C=C1 N-cyclopentyl-2-(octahydro-5H-pyrrolo[3,2-c]pyridin-5-yl)benzo[d]thiazole-6-carboxamide